C(C1=CC=CC=C1)(=O)NC=1C=2N=CN([C@H]3[C@](O)([C@H](O)[C@@H](CO)O3)[Si](C)(C)C(C)(C)C)C2N=CN1 N6-benzoyl-2'-t-butyldimethylsilyl-adenosine